C(C(=C)C)(=O)OC=1C=C(C=CC1)C1=CC=CC=C1 (1,1'-biphenyl-3-yl) methacrylate